tertbutyl 6-[7-[2-cyano-6-fluoro-3-[[methyl(2-tetrahydropyran-2-yloxyethyl)sulfamoyl]amino]phenoxy]quinoxalin-2-yl]-2-azaspiro[3.3]heptane-2-carboxylate C(#N)C1=C(OC2=CC=C3N=CC(=NC3=C2)C2CC3(CN(C3)C(=O)OC(C)(C)C)C2)C(=CC=C1NS(N(CCOC1OCCCC1)C)(=O)=O)F